1-(4-methoxycyclohexyl)ethan-1-amine COC1CCC(CC1)C(C)N